NC1=CC=C(C=C1)NN1C(C2=CC=CC=C2C=N1)=O ((4-aminophenyl)amino)phthalazin-1(2H)-one